3-(5-(3,8-diazabicyclo[3.2.1]octan-3-yl)-6-fluoro-1-oxoisoindolin-2-yl)piperidine-2,6-dione C12CN(CC(CC1)N2)C=2C=C1CN(C(C1=CC2F)=O)C2C(NC(CC2)=O)=O